N=[SH2]=O imino-λ6-sulfanone